tert-Butyl 3-(((4-ethoxy-2-methyl-4-oxobutan-2-yl)amino)methyl)piperazine-1-carboxylate C(C)OC(CC(C)(C)NCC1CN(CCN1)C(=O)OC(C)(C)C)=O